C(#N)[C@@H](C[C@H]1C(NCC1)=O)NC([C@@H](N)CC(C)(C)C)=O N-{(1R)-1-cyano-2-[(3S)-2-oxopyrrolidin-3-yl]Ethyl}-4-methyl-L-leucinoamide